(4-((2-(1-azido-2,2-difluoroethyl)-4-methylthiazol-5-yl)oxy)-3-fluorophenyl)-4-(2,6-difluorobenzyl)-2,4-dihydro-3H-1,2,4-triazol-3-one N(=[N+]=[N-])C(C(F)F)C=1SC(=C(N1)C)OC1=C(C=C(C=C1)N1N=CN(C1=O)CC1=C(C=CC=C1F)F)F